4-(5-(4,4-difluoropiperidine-1-carbonyl)-1H-benzo[d][1,2,3]triazol-1-yl)-N-((dimethylamino)methylene)benzamide FC1(CCN(CC1)C(=O)C1=CC2=C(N(N=N2)C2=CC=C(C(=O)N=CN(C)C)C=C2)C=C1)F